3-((2R,3R)-2-(3-fluorophenyl)-3-nitro-3-phenylpropyl)-5,5-dimethylcyclohex-2-en-1-one FC=1C=C(C=CC1)[C@@H](CC1=CC(CC(C1)(C)C)=O)[C@H](C1=CC=CC=C1)[N+](=O)[O-]